4-((S)-2-((S)-2-((tert-butoxycarbonyl)amino)propanamido)propanamido)benzyl (2-aminoethyl)(methoxy)carbamate NCCN(C(OCC1=CC=C(C=C1)NC([C@H](C)NC([C@H](C)NC(=O)OC(C)(C)C)=O)=O)=O)OC